4-amino-1-(3-(piperidin-1-ylmethyl)benzyl)-1H-imidazo[4,5-c]quinolin-2(3H)-one NC1=NC=2C=CC=CC2C2=C1NC(N2CC2=CC(=CC=C2)CN2CCCCC2)=O